(2R,6S)-N-{2-[(4-fluorophenyl)methyl]-2-azaspiro[3.3]heptan-6-yl}-2,6-dimethyl-4-[5-(trifluoromethyl)pyrazin-2-yl]piperazine-1-carboxamide FC1=CC=C(C=C1)CN1CC2(C1)CC(C2)NC(=O)N2[C@@H](CN(C[C@@H]2C)C2=NC=C(N=C2)C(F)(F)F)C